C(C1=CC=CC=C1)OC(=O)N1[C@H](C[C@H](C1)F)C(=O)NC1=C2C=NN(C2=CC=C1)C(=O)OC(C)(C)C tert-Butyl 4-({(4R)-1-[(benzyloxy)carbonyl]-4-fluoro-D-prolyl}amino)-1H-indazole-1-carboxylate